1,2-dioxocyclobutane O=C1C(CC1)=O